ethyl 4-(4-methoxy-3-methyl-3H-thieno[3,2-e]indazol-7-yl)-4-oxobutanoate COC1=CC2=C(C=3C=NN(C13)C)C=C(S2)C(CCC(=O)OCC)=O